C[C@@H]1N(C[C@H](N(C1)[C@@H](C)C=1C=C2N=CC=NC2=CC1)C)N1N=C2C(N(C(N=C2)=O)C)=C1 ((2S,5R)-2,5-dimethyl-4-((S)-1-(quinoxalin-6-yl)ethyl)piperazin-1-yl)-4-methyl-2,4-dihydro-5H-pyrazolo[4,3-d]pyrimidin-5-one